(E)-4-(furan-2-yl)-2-(5-methylthiophene-2-yl)-2-((trimethylsilyl)oxy)but-3-enenitrile O1C(=CC=C1)/C=C/C(C#N)(O[Si](C)(C)C)C=1SC(=CC1)C